(S)-2-amino-3-(4-(bis(2-chloroethyl)amino)phenyl)propanoic acid hydrochloride Cl.N[C@H](C(=O)O)CC1=CC=C(C=C1)N(CCCl)CCCl